CC=1N=C(C2=C(N1)N(C(C(=C2)O[C@@H]2COCC2)=O)C)N[C@H](C)C2=CC(=CC(=C2)C(F)(F)F)[N+](=O)[O-] 2,8-dimethyl-4-(((R)-1-(3-nitro-5-(trifluoromethyl)phenyl)ethyl)amino)-6-(((S)-tetrahydrofuran-3-yl)oxy)pyrido[2,3-d]pyrimidin-7(8H)-one